N-benzyl-aminoacetaldehyde dimethyl acetal COC(CNCC1=CC=CC=C1)OC